CN1C2CC(CC1CC2)N 8-methyl-8-azabicyclo[3.2.1]octan-3-amine